ethyl 2-(perfluoroethyl)-4-phenylimidazo[1,2-a][1,8]naphthyridine-8-carboxylate FC(C(F)(F)F)(C=1C=C(C=2C=CC=3N(C2N1)C=C(N3)C(=O)OCC)C3=CC=CC=C3)F